5-[2-[2-[2-(2-hydroxyethoxy)ethoxy]ethoxy]ethoxy]-2-(3-methyl-2,6-dioxo-3-piperidyl)isoindoline-1,3-dione OCCOCCOCCOCCOC=1C=C2C(N(C(C2=CC1)=O)C1(C(NC(CC1)=O)=O)C)=O